FC=1C=CC(=C(C1)NC(C=C)=O)[N+](=O)[O-] N-(5-fluoro-2-nitrophenyl)prop-2-enamide